3-(benzylthio)hexaneN C(C1=CC=CC=C1)SC(C=C)CCC